N-(3-Trimethoxysilyl-propyl)diethylenetriamine CO[Si](CCCNCCNCCN)(OC)OC